C(C)(C)(C)OC(=O)N1CCC(CC1)NC=1C=NC2=CC=C(C=C2C1NC1=C(C=CC=C1)C(=O)OC)Cl.C(C)C=1C=CC(=C(C1)S(=O)(=O)NC1=NOC2=C1C=CC(=C2)C)OC 5-ethyl-2-methoxy-N-(6-methylbenzo[d]isoxazol-3-yl)benzenesulfonamide tert-butyl-4-[[6-chloro-4-(2-methoxycarbonylanilino)-3-quinolyl]amino]piperidine-1-carboxylate